OC1(CC1)C1=NN(C=N1)C1CC2(CN(C2)C(=O)N2CC3(C2)CN(C3)CC3=CC=C(C=C3)S(=O)(=O)C(F)(F)F)C1 [6-[3-(1-hydroxycyclopropyl)-1,2,4-triazol-1-yl]-2-azaspiro[3.3]heptan-2-yl]-[6-[[4-(trifluoromethylsulfonyl)phenyl]methyl]-2,6-diazaspiro[3.3]heptan-2-yl]methanone